6-((1-hydroxy-2-methylpropan-2-yl)amino)-N-(3-(4-methyloxazol-2-yl)phenyl)-2-(6-azaspiro[2.5]oct-6-yl)nicotinamide OCC(C)(C)NC1=NC(=C(C(=O)NC2=CC(=CC=C2)C=2OC=C(N2)C)C=C1)N1CCC2(CC2)CC1